P(=O)(OOCCCCCCC)(OC1=C(C=CC=C1)C)OC1=C(C=CC=C1)C n-heptanyloxy di(2-tolyl) phosphate